NC(C(=O)NCCN1CCCC1)(C)C 2-amino-2-methyl-N-(2-pyrrolidin-1-ylethyl)propanamide